ClC1=NN(C=C1C1=C(C(=C(C=C1)C1=CN=C(N1C)C(=O)N)F)F)CCOC 5-[4-[3-chloro-1-(2-methoxyethyl)pyrazol-4-yl]-2,3-difluoro-phenyl]-1-methyl-imidazole-2-carboxamide